C(#N)C1=CC(=C(COC2=NN(C=C2)C2=CC(=C(C=C2F)CC(=O)O)F)C=C1)F 2-(4-(3-((4-cyano-2-fluorobenzyl)oxy)-1H-pyrazol-1-yl)-2,5-difluorophenyl)acetic acid